BrC=1C=NC=CC1N1CCN(CC1)CC=1C=C2CN(C(C2=CC1)=O)N1C(NC(CC1)=O)=O 1-(5-((4-(3-bromopyridin-4-yl)piperazin-1-yl)methyl)-1-oxoisoindolin-2-yl)dihydropyrimidine-2,4(1H,3H)-dione